(R)-N-(1-(3-(2-cyanobenzyl)-1-methyl-2,6-dioxo-1,2,3,6-tetrahydropyrimidin-4-yl)piperidin-3-yl)-3-(4-((4-fluoro-4'-methyl-[1,1'-biphenyl]-2-yl)methoxy)phenyl)propionamide C(#N)C1=C(CN2C(N(C(C=C2N2C[C@@H](CCC2)NC(CCC2=CC=C(C=C2)OCC2=C(C=CC(=C2)F)C2=CC=C(C=C2)C)=O)=O)C)=O)C=CC=C1